N1C(C=NC2CCCCC12)=O 4a,5,6,7,8,8a-hexahydroquinoxaline-2(1H)-one